FC(CN1C2=C(C=C1C=O)C=CS2)(F)F 6-(2,2,2-trifluoroethyl)-6H-thieno[2,3-b]pyrrole-5-carbaldehyde